2-(9H-fluoren-9-ylmethoxycarbonylamino)-3-methyl-3-tritylsulfanyl-butanoic acid C1=CC=CC=2C3=CC=CC=C3C(C12)COC(=O)NC(C(=O)O)C(C)(SC(C1=CC=CC=C1)(C1=CC=CC=C1)C1=CC=CC=C1)C